3-(3,4-difluorophenyl)-1-methylurea FC=1C=C(C=CC1F)NC(NC)=O